SC=1N(C(=NN1)C1=C(C=CC(=C1)C#N)C1=CC(=CC=C1)[N+](=O)[O-])C 2-(5-mercapto-4-methyl-4H-1,2,4-triazol-3-yl)-3'-nitro-[1,1'-biphenyl]-4-carbonitrile